3-(QUINOLIN-5-YL)-4-(TRIFLUOROMETHYL)ISOTHIAZOLE-5-CARBOXYLIC ACID N1=CC=CC2=C(C=CC=C12)C1=NSC(=C1C(F)(F)F)C(=O)O